2-chloro-4-(naphthalen-2-yl)-6-(4-(naphthalen-2-yl)phenyl)-1,3,5-triazine ClC1=NC(=NC(=N1)C1=CC2=CC=CC=C2C=C1)C1=CC=C(C=C1)C1=CC2=CC=CC=C2C=C1